3,6,9,12,15-pentaoxaheptadecanediamide C(COCCOCCOCCOCCOCC(=O)N)(=O)N